CN1C2=C(C=3C=CC(=CC13)C=1C=CC(=NC1)N1CC(C1)OC1CCNCC1)C=NC=C2 5-[5-methylpyrido[4,3-b]indol-7-yl]-2-[3-(piperidin-4-yloxy)azetidin-1-yl]pyridine